4-(3-((1r,3R,5S,7r)-3,5-dimethyladamantan-1-yl)ureido)benzamide C[C@]12CC3(CC(C[C@@](C1)(C3)C)C2)NC(NC2=CC=C(C(=O)N)C=C2)=O